N1CCC2(CC1)NC1=CC=CC=C1C2 spiro[indoline-2,4'-piperidine]